methyl 2-((2-(((tert-butoxycarbonyl)(2-(6-methoxy-3-nitropyridin-2-yl)ethyl)amino)methyl)-4-(trifluoromethoxy) phenyl)amino)-5-fluoro-4-(trifluoromethyl)benzoate C(C)(C)(C)OC(=O)N(CCC1=NC(=CC=C1[N+](=O)[O-])OC)CC1=C(C=CC(=C1)OC(F)(F)F)NC1=C(C(=O)OC)C=C(C(=C1)C(F)(F)F)F